BrC=1N=CN2CCOC3=C(C21)C=CC=C3N 1-bromo-5,6-dihydrobenzo[f]imidazo[1,5-d][1,4]oxazepin-8-amine